ClC=1C=CC(=C(C1)N1C=CC=C1)[N+](=O)[O-] 1-(5-chloro-2-nitrophenyl)-1H-pyrrole